P(O)(=O)(OP(=O)(O)OP(=O)(O)O)OC[C@@H]1[C@H]([C@H]([C@@H](O1)N1C(=O)NC(=O)C=C1)N=[N+]=[N-])O 2'-azido-2'-deoxyuridine 5'-triphosphate